C1(=CC=CC=C1)C(OCC1CCCCC1)C=1C(NC(N([C@H]2[C@H](O[Si](C)(C)C(C)(C)C)[C@H](O[Si](C)(C)C(C)(C)C)[C@@H](CO[Si](C)(C)C(C)(C)C)O2)C1)=O)=O 5-[1-phenyl-1-(cyclohexyl)methoxymethyl]-2',3',5'-tris-O-(tert-butyldimethylsilyl)uridine